2,5-dimethoxy-3,4-dimethylbenzeneethylamine COC1=C(C=C(C(=C1C)C)OC)CCN